C(CCCCC)C(CC1=CSC=C1)CCCCCCCC 3-(2-hexyldecyl)thiophene